1-bromo-2-(p-toluenesulfonyl)benzene BrC1=C(C=CC=C1)S(=O)(=O)C1=CC=C(C)C=C1